BrC=1C=C(C(=NC1OC(C)C1=CC(=CC(=C1)F)F)C)N=CN(C)CC N'-{5-bromo-6-[1-(3,5-difluorophenyl)ethoxy]-2-methylpyridin-3-yl}-N-ethyl-N-methylimidoformamid